NC1=NC=NN2C1=C(N=C2[C@H]2C[C@@H](N(C2)C(C=C)=O)COC)C#CC2=CC1=C(N(C=N1)C1CC1)C=C2F 1-[(2R,4S)-4-{4-amino-5-[2-(1-cyclopropyl-6-fluoro-1,3-benzodiazol-5-yl)ethynyl]imidazo[4,3-f][1,2,4]triazin-7-yl}-2-(methoxymethyl)pyrrolidin-1-yl]prop-2-en-1-one